Methyl 3-((2-amino-9-((2R,3S,4S,5R)-4-fluoro-3-hydroxy-5-(hydroxymethyl)tetrahydrofuran-2-yl)-6,8-dioxo-1,6,8,9-tetrahydro-7H-purin-7-yl)methyl)benzoate NC=1NC(C=2N(C(N(C2N1)[C@@H]1O[C@@H]([C@H]([C@H]1O)F)CO)=O)CC=1C=C(C(=O)OC)C=CC1)=O